NC1=CC(=CC(=N1)C=1C(N(C=CC1)C)=O)C=1C(=C2C(=NC1)NCC21CC1)Cl 6-amino-4-(4'-chloro-1',2'-dihydrospiro[cyclopropane-1,3'-pyrrolo[2,3-b]pyridin]-5'-yl)-1'-methyl-[2,3'-bipyridin]-2'(1'H)-one